FC=1C=C(C=C(C1OC1=CC(=NC=C1)C(F)(F)F)F)CO [3,5-difluoro-4-[[2-(trifluoromethyl)-4-pyridyl]oxy]phenyl]methanol